(R)-N-(2-chloroethoxy)-5-(2-(5-fluoro-2-methoxypyridin-3-yl)pyrrolidin-1-yl)pyrazolo[1,5-a]pyrimidine-3-carboxamide ClCCONC(=O)C=1C=NN2C1N=C(C=C2)N2[C@H](CCC2)C=2C(=NC=C(C2)F)OC